(R)-N-(5-(5-ethylisoxazol-3-yl)-2,3-dihydro-1H-inden-1-yl)-2-methyloxazole-5-carboxamide C(C)C1=CC(=NO1)C=1C=C2CC[C@H](C2=CC1)NC(=O)C1=CN=C(O1)C